3-(N-ethylamino)-2-methylpropyl-trimethoxysilane rac-tert-butyl-{[4-(4-methyl-1,2,5-thiadiazol-3-yl)-2,5-dioxoimidazolidin-4-yl]methyl}carbamate C(C)(C)(C)N(C(O)=O)C[C@@]1(NC(NC1=O)=O)C1=NSN=C1C.C(C)NCC(C[Si](OC)(OC)OC)C |r|